1-[3-(1-hydroxyethyl)-6-[6-[(6-methylpyridazin-3-yl)amino]benzimidazol-1-yl]-2-pyridinyl]-N,5-dimethyl-pyrazole-3-carboxamide OC(C)C=1C(=NC(=CC1)N1C=NC2=C1C=C(C=C2)NC=2N=NC(=CC2)C)N2N=C(C=C2C)C(=O)NC